N(C(=N)N)N(NC(=N)N)C(C)CC N,N-diguanidinoethyl-aminoethane